pteroic acid monoglutamate N[C@@H](CCC(=O)O)C(=O)O.C(C1=CC=C(NCC2=CN=C3N=C(N)NC(=O)C3=N2)C=C1)(=O)O